(S)-6-(((1-(1-(tert-butyl)piperidin-4-yl)-1H-1,2,3-triazol-4-yl)(2,6-dichloropyridin-3-yl)methyl)amino)-8-chloro-4-((3-chloro-4-fluorophenyl)amino)quinoline-3-carbonitrile C(C)(C)(C)N1CCC(CC1)N1N=NC(=C1)[C@H](C=1C(=NC(=CC1)Cl)Cl)NC=1C=C2C(=C(C=NC2=C(C1)Cl)C#N)NC1=CC(=C(C=C1)F)Cl